NN1C(CN(CC1)N)C 1,4-diamino-2-methylpiperazine